(tetrapropyl-λ5-bismuthanyl)amine C(CC)[Bi](CCC)(CCC)(CCC)N